2-(4-((3-methylquinolin-4-yl)amino)phenyl)-N,N-di(pyridin-2-yl)acetamide CC=1C=NC2=CC=CC=C2C1NC1=CC=C(C=C1)CC(=O)N(C1=NC=CC=C1)C1=NC=CC=C1